4-(3-((13S,15S,Z)-16-(hydroxymethylene)-13-methyl-17-oxo-7,8,9,11,12,13,14,15,16,17-decahydro-6H-cyclopenta[a]phenanthren-15-yl)propanoyl)piperazin-2-one O\C=C/1\[C@H](C2C3CCC=4C=CC=CC4C3CC[C@@]2(C1=O)C)CCC(=O)N1CC(NCC1)=O